C(#N)OC(C1=CC=NC=C1)=O cyanoisonicotinate